glyceryl triacrylate C=CC(=O)OCC(COC(=O)C=C)OC(=O)C=C